5-chloro-3-((2,3-dichlorophenylimino)-methyl)-2-hydroxyphenyl isobutyrate C(C(C)C)(=O)OC1=C(C(=CC(=C1)Cl)C=NC1=C(C(=CC=C1)Cl)Cl)O